ClC1=NN(C=C1N(C(CCS(=O)CCC(F)(F)F)=O)CC)C=1C=NC=CC1 N-[3-chloro-1-(3-pyridyl)-1H-pyrazol-4-yl]-N-ethyl-3-[(3,3,3-trifluoropropyl)sulfinyl]propanamide